4-(4-(6-acryloyl-2,6-diazaspiro[3.3]heptane-2-yl)phenyl)-6-(1-(tetrahydro-2H-pyran-4-yl)-1H-pyrazol-4-yl)pyrazolo[1,5-a]pyridine-3-carbonitrile C(C=C)(=O)N1CC2(CN(C2)C2=CC=C(C=C2)C=2C=3N(C=C(C2)C=2C=NN(C2)C2CCOCC2)N=CC3C#N)C1